C(C)(C)(C)OC(=O)N(C(OC(C)(C)C)=O)C1=NC(=C(C(=N1)Cl)C)C1=C(C=CC=C1C)COC(C)C tert-butyl N-tert-butoxycarbonyl-N-[4-chloro-6-[2-(isopropoxymethyl)-6-methyl-phenyl]-5-methyl-pyrimidin-2-yl]carbamate